1-amino-octan-3-ol NCCC(CCCCC)O